ClC1=C(C(=O)N2COC3=C(C2)C=CC=C3C3=CC(=C(C(=O)O)C=C3F)N3CCOCC3)C=C(C(=C1)OCC)OC 4-[3-(2-Chloro-4-ethoxy-5-methoxybenzoyl)-2,4-dihydro-1,3-benzoxazin-8-yl]-5-fluoro-2-morpholin-4-ylbenzoic acid